CN(C(OC1=C2CCCC2=CC(=C1Br)C)=O)C 5-Bromo-6-methyl-2,3-dihydro-1H-inden-4-yl dimethylcarbamate